C1(CCCCC1)[C@@H]([C@@H](C=C)CSC1=CC=CC=C1)O (1S,2R)-1-cyclohexyl-2-((phenylthio)methyl)but-3-en-1-ol